[Ti].FC(C1=CC=C(C=C1)NO)(F)F 4-trifluoromethylphenyl-hydroxylamine Titanium